SC1=NC2=NC=NC=C2N1 8-sulfanyl-purine